(R)-(1-(3-(2,5-dimethyl-1H-pyrrol-1-yl)-2-methylphenyl)propan-2-yl)carbamic acid CC=1N(C(=CC1)C)C=1C(=C(C=CC1)C[C@@H](C)NC(O)=O)C